[Zn].N1C(CCC1)=O Pyrrolidone zinc